COC(C(C)(C)C1=CC=C(C=C1)CC(C(=O)OC(C)(C)C)(C)C)=O tert-Butyl 3-(4-(1-methoxy-2-methyl-1-oxopropan-2-yl)phenyl)-2,2-dimethylpropanoate